(S)-3-(1-amino-2-fluoroethyl)-5-(trifluoromethyl)aniline N[C@H](CF)C=1C=C(N)C=C(C1)C(F)(F)F